5-(4-Hydroxybenzyl)-2-thioxodihydropyrimidine-4,6(1H,5H)-dione OC1=CC=C(CC2C(NC(NC2=O)=S)=O)C=C1